C[NH+](C)C trimethylaminium